Isopropyl-Thioxanthon C(C)(C)C1=CC=CC=2SC3=CC=CC=C3C(C12)=O